5-tert-butyl-4-hydroxy-m-tolyl (propionate) C(CC)(=O)OC=1C=C(C=C(C1O)C(C)(C)C)C